bis(2,2,6,6-tetramethyl-4-piperidinyl)decane CC1(NC(CC(C1)C(CCCCCCCCC)C1CC(NC(C1)(C)C)(C)C)(C)C)C